6-(2-(3-(3-Chloropyridin-2-yl)-5-cyclopropylisoxazol-4-yl)-7-azaspiro[3.5]non-1-en-7-yl)-4-(difluoromethoxy)chinolin ClC=1C(=NC=CC1)C1=NOC(=C1C1=CC2(C1)CCN(CC2)C=2C=C1C(=CC=NC1=CC2)OC(F)F)C2CC2